(2S,5R)-5-(2-chlorophenyl)-1-(2'-(trifluoromethoxy)-[1,1'-biphenyl]-4-carbonyl)pyrrolidine-2-carboxylic acid ClC1=C(C=CC=C1)[C@H]1CC[C@H](N1C(=O)C1=CC=C(C=C1)C1=C(C=CC=C1)OC(F)(F)F)C(=O)O